ClC=1C(=CC2=C(C[C@](O2)(C2=CC=CC=C2)[C@H]2N(CCC2)C(=O)OC(C)(C)C)C1C1=C(C(=CC=C1C(NC)=O)OCCO)F)F tert-butyl (S)-2-((2S,4S)-5-chloro-6-fluoro-4-(2-fluoro-3-(2-hydroxyethoxy)-6-(methylcarbamoyl)phenyl)-2-phenyl-2,3-dihydrobenzofuran-2-yl)pyrrolidine-1-carboxylate